2-(3-fluorophenyl)-1H-benzo[d]Imidazole FC=1C=C(C=CC1)C1=NC2=C(N1)C=CC=C2